ClC=1C=C2C=C(C(NC2=CC1OC)=O)[C@H](C)NC1=CC=C(N(C1=O)C)C#N (S)-5-((1-(6-chloro-7-methoxy-2-oxo-1,2-dihydroquinolin-3-yl)ethyl)amino)-1-methyl-6-oxo-1,6-dihydropyridine-2-carbonitrile